2,7-dichloro-N-((R)-1-((trans)-4-(6-fluoroquinolin-4-yl)cyclohexyl)propan-2-yl)quinazolin-4-amine ClC1=NC2=CC(=CC=C2C(=N1)N[C@@H](C[C@@H]1CC[C@H](CC1)C1=CC=NC2=CC=C(C=C12)F)C)Cl